(2-Acetamido-5-(5-methyl-4,5,6,7-tetrahydropyrazolo[1,5-a]pyrazin-2-yl)pyridin-4-yl)carbamic acid tert-butyl ester C(C)(C)(C)OC(NC1=CC(=NC=C1C1=NN2C(CN(CC2)C)=C1)NC(C)=O)=O